N-(3-((1R,2R)-2-cyanocyclobutyl)-4-(trifluoromethyl)phenyl)-3-(trifluoromethyl)-6-azabicyclo[3.1.1]heptane-6-carboxamide C(#N)[C@H]1[C@@H](CC1)C=1C=C(C=CC1C(F)(F)F)NC(=O)N1C2CC(CC1C2)C(F)(F)F